CN(CCCC(=O)OC(C(=O)OCCCCCCCCCCCC)C(C(=O)OCCCCCCCCCCCC)O)C didodecyl 2-((4-(dimethylamino)butanoyl)oxy)-3-hydroxysuccinate